FC1=C(OC2=C(C=NC(=C2)C(F)(F)F)C(=O)NC=2C=[N+](C=CC2)[O-])C=CC(=C1)F 4-(2,4-difluorophenoxy)-N-(1-oxidopyridin-1-ium-3-yl)-6-(trifluoromethyl)pyridine-3-carboxamide